4-(N-(bicyclo[1.1.1]pentan-1-yl)sulfamoyl)-1,3-dimethyl-1H-pyrrole-2-carboxylic acid C12(CC(C1)C2)NS(=O)(=O)C=2C(=C(N(C2)C)C(=O)O)C